oxo-1-piperidinepropanenitrile O=C1N(CCCC1)CCC#N